6-[(2,4-dichloropyrimidin-5-yl)methyl]-6-azaspiro[2.5]octane ClC1=NC=C(C(=N1)Cl)CN1CCC2(CC2)CC1